C(C)(C)(C)N1N=C(C=C1NC=1N=C(N=NC1)OC)[C@@H]1C[C@@H](CC1)O (1R,3S)-3-(1-(tert-butyl)-5-((3-methoxy-1,2,4-triazin-5-yl)amino)-1H-pyrazol-3-yl)cyclopentan-1-ol